[(2R,3R,4R,5R)-4-acetoxy-2-[[2-cyanoethoxy-(diisopropylamino)-phosphanyl]oxymethyl]-5-[2-(2-methylpropanoylamino)-6-oxo-1H-purin-9-yl]tetrahydro-furan-3-yl] acetate C(C)(=O)O[C@@H]1[C@H](O[C@H]([C@@H]1OC(C)=O)N1C=2N=C(NC(C2N=C1)=O)NC(C(C)C)=O)COP(N(C(C)C)C(C)C)OCCC#N